(5,5-dimethyltetrahydrofuran-3-yl)benzamide CC1(CC(CO1)C1=C(C(=O)N)C=CC=C1)C